(1s,4s)-4-((2-((2-(1-(Cyclopropylsulfonyl)-1H-pyrazol-4-yl)pyrimidin-4-yl)amino)-5-((4-((2-morpholinoethyl)amino)phenyl)ethynyl)pyridin-4-yl)amino)cyclohexan-1-ol C1(CC1)S(=O)(=O)N1N=CC(=C1)C1=NC=CC(=N1)NC1=NC=C(C(=C1)NC1CCC(CC1)O)C#CC1=CC=C(C=C1)NCCN1CCOCC1